5-(((2,6-bis(bis(2-methoxyethyl)amino)-8-(4-methyl-3-oxopiperazin-1-yl)pyrimido[5,4-d]pyrimidin-4-yl)amino)methyl)-2-fluorobenzonitrile COCCN(C=1N=C(C2=C(N1)C(=NC(=N2)N(CCOC)CCOC)N2CC(N(CC2)C)=O)NCC=2C=CC(=C(C#N)C2)F)CCOC